(+-)-3-(1,3-benzodioxol-5-yl)-2-methylpropanoate O1COC2=C1C=CC(=C2)C[C@H](C(=O)[O-])C |r|